2-(2,6-dioxo-3-piperidyl)-3-oxo-isoindoline-1-carbonitrile O=C1NC(CCC1N1C(C2=CC=CC=C2C1=O)C#N)=O